[N+](=O)([O-])C1=C(C(=C(C=C1)O)C)C 4-nitro-2,3-dimethylphenol